[Sn].[Sb].[Ni] nickel-antimony-tin